C(C)(C)(C)C=1C(=C(C=C(C1)CCC(=O)OC)N1N=C2C(=N1)C=CC(=C2)Cl)O 2-(3'-tert-butyl-2'-hydroxy-5'-(2-methoxycarbonylethyl)phenyl)-5-chloro-benzotriazole